ethyl 6-(1-(tert-butoxycarbonyl)-1,2,3,6-tetrahydropyridin-4-yl)-7-methylpyrazolo[1,5-a]pyridine-3-carboxylate C(C)(C)(C)OC(=O)N1CCC(=CC1)C=1C=CC=2N(C1C)N=CC2C(=O)OCC